Cl.NCC=1C(NC(=CC1SC)C)=O 3-(aminomethyl)-6-methyl-4-(methylthio)pyridine-2(1H)-one hydrochloride